(R)-N-(2-(5-(3-aminopiperidine-1-carbonyl)-7-methoxy-1-methyl-1H-benzo[d]imidazol-2-yl)-1-(cyclopropylmethyl)-1H-pyrrolo[2,3-b]pyridin-6-yl)-N-ethylmethanesulfonamide N[C@H]1CN(CCC1)C(=O)C1=CC2=C(N(C(=N2)C2=CC=3C(=NC(=CC3)N(S(=O)(=O)C)CC)N2CC2CC2)C)C(=C1)OC